ethyl 6-(4-(difluoromethyl)-1H-1,2,3-triazol-1-yl)-2-fluoro-3-methoxybenzoate FC(C=1N=NN(C1)C1=CC=C(C(=C1C(=O)OCC)F)OC)F